1,6-dimethyl-1H-indazole-7-carbaldehyde CN1N=CC2=CC=C(C(=C12)C=O)C